(S)-Benzyl 4-(2-hydroxy-3-(2H-tetrazol-2-yl)propoxy)benzoate O[C@H](COC1=CC=C(C(=O)OCC2=CC=CC=C2)C=C1)CN1N=CN=N1